(+/-)-trans-methyl 3-((6-(benzo[b]thiophen-2-yl)-2-chloro-5-fluoropyrimidin-4-yl) amino)bicyclo[2.2.2]octane-2-carboxylate S1C2=C(C=C1C1=C(C(=NC(=N1)Cl)NC1C(C3CCC1CC3)C(=O)OC)F)C=CC=C2